CN1CC(CC1)NC(=O)C=1N=CN2C1C=NC=C2 N-(1-methylpyrrolidin-3-yl)imidazo[1,5-a]pyrazine-1-carboxamide